COC1=CC=C(CN2N=C(C(=CC2=O)C2=CC=NN2C)C#N)C=C1 (4-Methoxybenzyl)-4-(1-methyl-1H-pyrazol-5-yl)-6-oxo-1,6-dihydropyridazine-3-carbonitrile